tert-butyl (6-(3,4-difluorophenyl)-6-fluorospiro[3.3]heptan-2-yl)carbamate FC=1C=C(C=CC1F)C1(CC2(CC(C2)NC(OC(C)(C)C)=O)C1)F